benzhydryl 4-((2-oxopropanoyl)oxy)but-2-ynoate O=C(C(=O)OCC#CC(=O)OC(C1=CC=CC=C1)C1=CC=CC=C1)C